C(=CCCCCCCCCCCCCCCCC)N1C(=C(C(C2=C(C=C(C=C12)OCC)OCC)=O)OCC)C1=CC=C(C=C1)OCC N-octadecenyl-2-(4-ethoxyphenyl)-3,5,7-triethoxyquinolin-4-one